(S)-4-((2-methoxyethyl)(4-(5,6,7,8-tetrahydro-1,8-naphthyridin-2-yl)butyl)amino)-2-((6-phenylpyrazin-2-yl)amino)butanoic acid COCCN(CC[C@@H](C(=O)O)NC1=NC(=CN=C1)C1=CC=CC=C1)CCCCC1=NC=2NCCCC2C=C1